2,4-diphenyl-1H-benzo[f]isoindole-1,3(2H)-dione C1(=CC=CC=C1)N1C(C=2C(=C3C(=CC2C1=O)C=CC=C3)C3=CC=CC=C3)=O